FC1=CC=CC=2N(C(COC21)=O)C(C)C 8-fluoro-4-isopropyl-2H-1,4-benzoxazin-3-one